N-(5-Fluoroquinolin-6-yl)-7-(1-methyl-1H-pyrazol-4-yl)-5-(1-(pyrimidin-4-yl)ethoxy)quinazolin-4-amine FC1=C2C=CC=NC2=CC=C1NC1=NC=NC2=CC(=CC(=C12)OC(C)C1=NC=NC=C1)C=1C=NN(C1)C